S(=O)(=O)(OC(C)(C)C)[O-] monotertiary butyl sulfate